2,4-Dianilinobiguanide hydrochloride Cl.N(C1=CC=CC=C1)N=C(N)NC(=NNC1=CC=CC=C1)N